FC=1C=2N(C=C(C1)NC(=O)C=1C=CC(=C3C=CC(=NC13)OC)C1CCN(CC1)C(=O)OC(C)(C)C)C=C(N2)C tert-butyl 4-[8-[(8-fluoro-2-methyl-imidazo[1,2-a]pyridin-6-yl)carbamoyl]-2-methoxy-5-quinolyl]piperidine-1-carboxylate